6'-(2-(4-([1,1'-biphenyl]-2-yl)-6-phenylpyrimidin-2-yl)phenyl)spiro[cyclohexane-1,9'-fluorene]-2'-carbonitrile C1(=C(C=CC=C1)C1=NC(=NC(=C1)C1=CC=CC=C1)C1=C(C=CC=C1)C=1C=C2C=3C=CC(=CC3C3(C2=CC1)CCCCC3)C#N)C3=CC=CC=C3